2-(2-ethoxy-5-methylphenyl)oxolane-2-carboxamide C(C)OC1=C(C=C(C=C1)C)C1(OCCC1)C(=O)N